5-butyl-N-(4-(N-phenylsulfamoyl)phenyl)picolinamide C(CCC)C=1C=CC(=NC1)C(=O)NC1=CC=C(C=C1)S(NC1=CC=CC=C1)(=O)=O